3-Oxa-8-aza-bicyclo[3.2.1]octane HCl Cl.C12COCC(CC1)N2